tetrahydrofuran-3-formamidine O1CC(CC1)C(=N)N